2-bromo-N-methyl-6,7-dihydro-5H-cyclopenta[b]pyridin-5-amine hydrogen chloride Cl.BrC1=CC=C2C(=N1)CCC2NC